FC(CO[C@H]1C[C@H](NC1)C(=O)O)F (2S,4S)-4-(2,2-difluoroethoxy)-pyrrolidine-2-carboxylic acid